FC=1C=C2C=C(NC2=CC1)C=1N=NC=C(C1N1CCC(CC1)N)C1=CC(=CC(=C1)C)F 1-[3-(5-fluoro-1H-indol-2-yl)-5-(3-fluoro-5-methylphenyl)pyridazin-4-yl]piperidin-4-amine